FC=1C=C(C=C(C1O)F)[C@H](CN1C[C@H]2[C@@](C1)(C[C@@H](C2)OC2=C(C=C(C=C2)F)F)O)O (3aR,5R,6aS)-2-((R)-2-(3,5-difluoro-4-hydroxyphenyl)-2-hydroxyethyl)-5-(2,4-difluorophenoxy)hexahydrocyclopenta[c]pyrrol-3a(1H)-ol